BrC=1C=C2NC(C=3N(C2=C(C1)F)N=CC3)=O 7-Bromo-9-fluoropyrazolo[1,5-a]quinoxaline-4(5H)-one